[N+](=O)([O-])[O-].[Li+].[OH-].[Li+] lithium hydroxide lithium nitrate